4-(4-Benzyl-5-methylpyridin-3-yl)-7-methoxy-quinoline C(C1=CC=CC=C1)C1=C(C=NC=C1C)C1=CC=NC2=CC(=CC=C12)OC